C1(=CC=CC=C1)N(C1=CC=C(C=C1)C1=CC(=C(C=C1)N)N)C1=CC=CC=C1 N4',N4'-diphenylbiphenyl-3,4,4'-triamine